FC1=NC=CC=C1OC[C@H]1N(CCC1)C(=O)OC(C)(C)C tert-butyl (2S)-2-[[(2-fluoropyridin-3-yl) oxy] methyl]-pyrrolidine-1-carboxylate